1-(3-methoxybenzyl)-1H-benzimidazole-2-carbaldehyde COC=1C=C(CN2C(=NC3=C2C=CC=C3)C=O)C=CC1